NC=1SC(=NN1)C=1SC=CC1 2-amino-5-(thiophen-2-yl)-1,3,4-thiadiazole